C(C)(C)(C)[Si](OCC=1N=CC2=C(N1)N(CC21CC1)C1=CC=C(C=C1)OC1=CC=CC=C1)(C)C tert-butyl-dimethyl-[[7-(4-phenoxyphenyl)spiro[6H-pyrrolo[2,3-d]pyrimidine-5,1'-cyclopropane]-2-yl]methoxy]silane